(2S)-2-amino-3-(4-(2-amino-6-((R)-2,2,2-trifluoro-1-(3'-methoxy-[1,1'-biphenyl]-4-yl)ethoxy)pyrimidine-4-yl)cyclohex-3-ene-1-yl)propionic acid N[C@H](C(=O)O)CC1CC=C(CC1)C1=NC(=NC(=C1)O[C@@H](C(F)(F)F)C1=CC=C(C=C1)C1=CC(=CC=C1)OC)N